C1(CC1)C1CC(C1)CNC=1C2=C(N=C(N1)N)C=NN2CC2=C(C=C(C=C2)CN2[C@@H]1CN[C@H](C2)C1)OC N7-[(3-cyclopropylcyclobutyl)-methyl]-1-[(4-{[(1S,4S)-2,5-diazabicyclo[2.2.1]heptan-2-yl]methyl}-2-methoxy-phenyl)methyl]-1H-pyrazolo[4,3-d]pyrimidine-5,7-diamine